(cyclohex-1-en-1-yl)-N-(oxazol-2-ylmethyl)quinoline-3-carboxamide C1(=CCCCC1)C1=NC2=CC=CC=C2C=C1C(=O)NCC=1OC=CN1